ClC=1N=CC2=C(OCCN2)N1 2-Chloro-6,7-dihydro-5H-pyrimido[4,5-b][1,4]oxazine